4-isopropenyl-1-((2r,3s)-2-methyl-3-(methylsulfonylmethyl)azetidin-1-yl)2,7-naphthyridin-6-amine C(=C)(C)C1=CN=C(C2=CN=C(C=C12)N)N1[C@@H]([C@H](C1)CS(=O)(=O)C)C